tert-butyl N-[3-[(5-bromo-3-methylpyrazin-2-yl)oxy]cyclobutyl]carbamate BrC=1N=C(C(=NC1)OC1CC(C1)NC(OC(C)(C)C)=O)C